(S)-2,6-Difluoro-3-(1-methyl-6-(4-(methylsulfonyl)-2-neopentylpiperazin-1-yl)-1H-pyrazolo[3,4-d]pyrimidin-3-yl)-5-(trifluoromethyl)phenol FC1=C(C(=C(C=C1C1=NN(C2=NC(=NC=C21)N2[C@H](CN(CC2)S(=O)(=O)C)CC(C)(C)C)C)C(F)(F)F)F)O